3,3-difluorocyclobutylamine-hydrochloride Cl.FC1(CC(C1)N)F